[N+](=O)([O-])C=1C=C(CN2N(C=C(C2)C2=CC=CC=C2)C(=O)O)C=CC1 N2-m-nitrobenzyl-4-phenylpyrazole-1-carboxylic acid